spiro[chroman-2,4'-piperidine]-7,8-dicarboxylic acid N1CCC2(CC1)OC1=C(C(=CC=C1CC2)C(=O)O)C(=O)O